N-(5-(5-(difluoromethyl)-1,2,4-oxadiazol-3-yl)-2,3-dihydro-1H-inden-1-yl)-1-methyl-3-(trifluoromethyl)-1H-pyrazole-4-carboxamide FC(C1=NC(=NO1)C=1C=C2CCC(C2=CC1)NC(=O)C=1C(=NN(C1)C)C(F)(F)F)F